NC(CC)C=1N=C(SC1)C(=O)C1=CNC2=CC(=CC=C12)F (4-(1-aminopropyl)thiazol-2-yl)(6-fluoro-1H-indol-3-yl)methanone